CC1=C(C(=CC=C1)C(C)C)NC(=S)NC1=C(C=C(C=C1C)C)C N-(2-methyl-6-isopropylphenyl)-N'-(2,4,6-trimethylphenyl)thiourea